tert-butyl (2R,5S)-5-methyl-2-[2-(1-methyl-3,6-dihydro-2H-pyridin-4-yl)benzothiophen-5-Yl]Piperidine-1-carboxylate C[C@H]1CC[C@@H](N(C1)C(=O)OC(C)(C)C)C=1C=CC2=C(C=C(S2)C=2CCN(CC2)C)C1